N1C(N[C@@H]2[C@@H]1CCCC2)=O (3aS,7aS)-octahydro-2H-benzo[d]imidazol-2-one